F[C@@H]1C[C@@H](N2N=C(N=C21)C(=O)C2(COC2)C)C2=CC=CC=C2 ((5R,7R)-7-fluoro-5-phenyl-6,7-dihydro-5H-pyrrolo[1,2-b][1,2,4]triazol-2-yl)(3-methyloxetan-3-yl)methanone